CC=1C2=C(OC1C(=O)O)C=CC=C2 3-methyl-benzo[b]furan-2-carboxylic acid